(S)-1'-(6-((3-chloropyridin-4-yl)thio)-1H-imidazo[4,5-b]pyrazin-2-yl)-6-fluoro-1,3-dihydrospiro[indene-2,4'-piperidin]-1-amine ClC=1C=NC=CC1SC1=CN=C2C(=N1)NC(=N2)N2CCC1(CC2)[C@@H](C2=CC(=CC=C2C1)F)N